2-(((4-(dimethylamino)butanoyl)oxy)methyl)-2-((oleoyloxy)methyl)propane-1,3-diyl dioleate C(CCCCCCC\C=C/CCCCCCCC)(=O)OCC(COC(CCCCCCC\C=C/CCCCCCCC)=O)(COC(CCCCCCC\C=C/CCCCCCCC)=O)COC(CCCN(C)C)=O